5-(4-bromo-5-fluoro-2-(hydroxymethyl)phenyl)-6-methoxy-3-methylbenzo[d]oxazol-2(3H)-one BrC1=CC(=C(C=C1F)C=1C(=CC2=C(N(C(O2)=O)C)C1)OC)CO